C1(C=CC=C1)[Sn]C1C=CC=C1 di(cyclopentadienyl)tin